C(C)(C)(C)OC(=O)N1CC2=CC=CC=C2C[C@H]1C=O (S)-3-formyl-3,4-dihydro-1H-isoquinoline-2-carboxylic acid tertiary butyl ester